2-methoxyethyl (1S,2R,5R)-3-((4-((5-chlorobenzo[d]-oxazol-2-yl)oxy)-3-fluorophenyl) sulfonyl)-2-(hydroxy-carbamoyl)-3,8-diazabicyclo[3.2.1]-octane-8-carboxylate ClC=1C=CC2=C(N=C(O2)OC2=C(C=C(C=C2)S(=O)(=O)N2[C@H]([C@@H]3CC[C@H](C2)N3C(=O)OCCOC)C(NO)=O)F)C1